2-(3'-(4,6-diphenyl-1,3,5-triazin-2-yl)-[1,1':4',1''-terphenyl]-2-yl)-4-(naphthalen-2-yl)-6-phenyl-1,3,5-triazine C1(=CC=CC=C1)C1=NC(=NC(=N1)C1=CC=CC=C1)C=1C=C(C=CC1C1=CC=CC=C1)C1=C(C=CC=C1)C1=NC(=NC(=N1)C1=CC2=CC=CC=C2C=C1)C1=CC=CC=C1